FC=1C(=CC=C2CN(C(C12)=O)C1C(NC(CC1)=O)=O)C 3-(7-fluoro-6-methyl-1-oxoisoindolin-2-yl)piperidine-2,6-dione